C(C1=CC=CC=C1)O[C@H]1[C@H]([C@@H](O[C@@]1(COCC1=CC=CC=C1)CF)N1C(=S)NC(=O)C=C1)O 1-(3',5'-Di-O-benzyl-4'-C-fluoromethyl-β-D-ribofuranosyl)2-thiouracil